(R)-N-(1-(3-(difluoromethyl)-2-fluorophenyl)ethyl)-6-(1-isopropylpiperidin-4-yl)-7-((1-methylazetidin-3-yl)oxy)pyrido[2,3-d]pyrimidin-4-amine FC(C=1C(=C(C=CC1)[C@@H](C)NC=1C2=C(N=CN1)N=C(C(=C2)C2CCN(CC2)C(C)C)OC2CN(C2)C)F)F